2,6-difluoro-4-butylbenzene FC1=CC(=CC(=C1)CCCC)F